2-((2S)-1-oxo-3-phenyl-1-(2-(pyridin-3-yl)-piperidin-1-yl)propan-2-yl)isoindoline-1,3-dione O=C([C@H](CC1=CC=CC=C1)N1C(C2=CC=CC=C2C1=O)=O)N1C(CCCC1)C=1C=NC=CC1